3-(benzofuran-3-yl-(phenyl)methylene)cyclobutane-1-carboxylic acid tert-butyl ester C(C)(C)(C)OC(=O)C1CC(C1)=C(C1=CC=CC=C1)C1=COC2=C1C=CC=C2